(E)-2-((5-(2-(thiophen-2-yl)vinyl)-1H-pyrazol-1-yl)methoxy)ethanol S1C(=CC=C1)/C=C/C1=CC=NN1COCCO